2-[[3-methyl-5-[5-(trifluoromethyl)pyrimidin-2-yl]triazol-4-yl]methyl]-5-[3-(2,2,2-trifluoro-ethoxy)azetidin-1-yl]pyridazin-3-one CN1N=NC(=C1CN1N=CC(=CC1=O)N1CC(C1)OCC(F)(F)F)C1=NC=C(C=N1)C(F)(F)F